CS(=O)(=O)N1N=CC=C1CNC(OC(C)(C)C)=O tert-butyl ((1-(methylsulfonyl)-1H-pyrazol-5-yl)methyl)carbamate